N-(2-(azetidin-1-yl)ethyl)-4-((2R,4s,6S)-2-cyano-7-((5-methoxy-7-methyl-1H-indol-4-yl)methyl)-7-azaspiro[3.5]nonan-6-yl)benzamide N1(CCC1)CCNC(C1=CC=C(C=C1)[C@@H]1CC2(CC(C2)C#N)CCN1CC1=C2C=CNC2=C(C=C1OC)C)=O